C(#C)C1CC=C2C=CC=CN12 3-ethynyl-2,3-dihydroindolizin